BrC=1C=C(C=CC1)C(=C1CC(C1)C#N)C1=NN=CN1C 3-((3-bromophenyl)(4-methyl-4H-1,2,4-triazol-3-yl)methylene)cyclobutane-1-carbonitrile